6-Methyl-1-((1S,4S)-4-(((1-methyl-1H-1,2,4-triazol-3-yl)methyl)amino)cyclohexyl)-5-(8-methyl-[1,2,4]triazolo[1,5-a]pyridin-6-yl)-1,3-dihydro-2H-benzo[d]imidazol-2-on CC=1C(=CC2=C(N(C(N2)=O)C2CCC(CC2)NCC2=NN(C=N2)C)C1)C=1C=C(C=2N(C1)N=CN2)C